C(C)(=O)N1CCC(CC1)NCC=1C=CC(=NC1OC)C=1C(=C(C=CC1)C1=C(C(=NC=C1)C1=CC(=C(CN[C@@H]2C(OCC2)=O)C=C1)OC)Cl)Cl (S)-3-((4-(4-(3-(5-(((1-acetylpiperidin-4-yl)amino)methyl)-6-methoxypyridin-2-yl)-2-chlorophenyl)-3-chloropyridin-2-yl)-2-methoxybenzyl)amino)dihydrofuran-2(3H)-one